C(C1=CC=CC=C1)N1C[C@@H](CCC1)OC(C(=O)OC(C)(C)C)(C)C tert-butyl (R)-2-((1-benzylpiperidin-3-yl)oxy)-2-methylpropanoate